ClC1=NC=C(C=C1C(F)(F)F)C 2-chloro-5-methyl-3-(trifluoromethyl)pyridine